FC(C(C(C(C(C(F)(F)F)(F)F)(F)F)(F)F)(F)F)(O)F Perfluorohexane-1-ol